((1R,3r,5S)-6-oxabicyclo[3.1.0]hex-3-yl) carbamate C(N)(OC1C[C@H]2O[C@H]2C1)=O